[Si](C)(C)(C(C)(C)C)OCC1=CN=C(S1)C(=C)OCC 5-(((tert-butyldimethylsilyl)oxy)methyl)-2-(1-ethoxyvinyl)thiazole